2,2'-bipyridine-6,6'-dicarboxaldehyde N1=C(C=CC=C1C=O)C1=NC(=CC=C1)C=O